C1(=CC=C(C=C1)CC(C(=O)O)(C(=O)OCC)OC[C@H]1O[C@H]([C@H]([C@@H]1O)F)N1C2=NC(=NC(=C2N=C1)N)Cl)C1=CC=CC=C1 2-([1,1'-biphenyl]-4-ylmethyl)-2-(((2R,3R,4S,5R)-5-(6-amino-2-chloro-9H-purin-9-yl)-4-fluoro-3-hydroxytetrahydro-furan-2-yl)methoxy)-3-ethoxy-3-oxopropanoic acid